C(C)OC(COC1CCN(CC1)C=1C=C2C(N(C(C2=CC1F)=O)C1C(NC(CC1)=O)=O)=O)OCC 5-(4-(2,2-diethoxyethoxy)piperidin-1-yl)-2-(2,6-dioxopiperidin-3-yl)-6-fluoroisoindoline-1,3-dione